C(C1=CC=CC=C1)N([C@@H](CC(=O)OCC)C=1C=C(C=CC1)C1=CC(=CC=C1)C)[C@H](C)C1=CC=CC=C1 ethyl (S)-3-(benzyl((R)-1-phenylethyl)amino)-3-(3'-methylbiphenyl-3-yl)propanoate